(R)-8-bromo-N2-(3-chloro-4-fluorophenyl)-N-(1-cyclopropylethyl)quinazoline-2,4-diamine BrC=1C=CC=C2C(=NC(=NC12)N([C@H](C)C1CC1)C1=CC(=C(C=C1)F)Cl)N